(2-((2-((4-(2-amino-7-azaspiro[3.5]nonan-7-yl)-3-methylphenyl)amino)-9H-purin-6-yl)amino)phenyl)dimethylphosphine oxide trifluoroacetate FC(C(=O)O)(F)F.NC1CC2(C1)CCN(CC2)C2=C(C=C(C=C2)NC2=NC(=C1N=CNC1=N2)NC2=C(C=CC=C2)P(C)(C)=O)C